FC=1C=C(C=CC1)N1[C@H]2[C@@H](CCC1)N(CC2)C2=NC=CC(=C2)N2C(CCCC2)CCOCCOCCOCCOCCI 2-[(3aR,7aR)-4-(3-fluorophenyl)-hexahydro-2H-pyrrolo[3,2-b]pyridin-1-yl]-4-[2-(14-iodo-3,6,9,12-tetraoxatetradecan-1-yl)piperidin-1-yl]pyridine